C(C=C)C1[C@@H](C[C@H](N1C(=O)OC(C)(C)C)C(=O)OC)OC 1-(Tert-butyl) 2-methyl (2S,4R)-5-allyl-4-methoxypyrrolidine-1,2-dicarboxylate